[Pt].C1(C(CCCC1)N)N (1,2-cyclohexanediamine) platinum